1,4-dibromo-2,5-dibutylbenzene BrC1=C(C=C(C(=C1)CCCC)Br)CCCC